CN(C)C(N(C)C)(N(C)C)[SiH](C)C1NCCCC1 tris(dimethylamino)methyl-2-piperidinyl-methyl-silane